BrC=1C=CC(=C(OCCNC(OC(C)(C)C)=O)C1)CNC1CC1 tert-butyl (2-(5-bromo-2-((cyclopropylamino)methyl)phenoxy)ethyl)carbamate